4-tert-butyl-benzyl-ammonium C(C)(C)(C)C1=CC=C(C[NH3+])C=C1